FC(C=1C=CC=2N(N1)C=C(N2)N2CCNCC2)(F)F 4-(6-(trifluoromethyl)imidazo[1,2-b]pyridazin-2-yl)piperazin